C(CCCCCCCCCC)S(=O)(=O)OS.[Na] sodium mercapto undecanesulfonate